FC=1C=C2C=C(C=NC2=C(C1)F)B1OC(C(O1)(C)C)(C)C 6,8-difluoro-3-(4,4,5,5-tetramethyl-1,3,2-dioxaborolan-2-yl)quinoline